C(#N)C1=C(C=CC=C1)CN1CC=C2N1CC[C@H](C(N2C)=O)C2=NC(=NN2)C(=O)NC2CC2 1-[(2-Cyanophenyl)methyl]-N-(6S)-2-cyclopropyl-4-methyl-5-oxo-7,8-dihydro-6H-pyrazolo[1,5-a][1,3]diazepin-6-yl-1,2,4-triazol-3-carboxamid